NC=1C(=C(C(=C(C1I)C(=O)NC(CO)CO)I)C(=O)NC(CO)CO)I 5-amino-N,N'-bis[2-hydroxy-1-(hydroxymethyl)ethyl]-2,4,6-triiodo-1,3-benzenedicarboxamide